C(C)(C)(C)C(C(=O)[O-])(C(=O)[O-])C1=CC=CC=C1.[K+].[Na+] Sodium potassium 2-(tert-butyl)-2-phenylmalonate